C(CCC(=O)[O-])(=O)OCCCCCCCCCCCCCCCCCC.[Na+] Sodium octadecyl succinate